C=1(C(=CC=CC1)Cl)C.[Ni] nickel (ortho-tolyl)chloride